1-(4-(4-AMINO-1-(2-METHOXYETHYL)-1H-PYRAZOLO[3,4-D]PYRIMIDIN-3-YL)-2-FLUOROPHENYL)-3-(5-(1-(TRIFLUOROMETHYL)CYCLOPROPYL)ISOXAZOL-3-YL)UREA NC1=C2C(=NC=N1)N(N=C2C2=CC(=C(C=C2)NC(=O)NC2=NOC(=C2)C2(CC2)C(F)(F)F)F)CCOC